8-methyl-6-(4,4,5,5-tetramethyl-1,3,2-dioxaborolan-2-yl)imidazo[1,2-a]pyridine CC=1C=2N(C=C(C1)B1OC(C(O1)(C)C)(C)C)C=CN2